ClC=1C=C(C=CC1F)[C@@H](NC(=O)N1[C@@H](C(NCC1)=O)C)C1CCC2(CC2(F)F)CC1 (2R)-N-((S)-(3-chloro-4-fluorophenyl)(cis-1,1-difluorospiro[2.5]octan-6-yl)methyl)-2-methyl-3-oxopiperazine-1-carboxamide